N[C@@H]1C2=CC=CC=C2CC12CCN(CC2)C=2N=C(C1=C(N2)N(C=C1C1=C(C2=C(N(N=C2C=C1)C)Cl)Cl)[2H])C#N (S)-2-(1-amino-1,3-dihydrospiro[indene-2,4'-piperidin]-1'-yl)-5-(3,4-Dichloro-2-methyl-2H-indazol-5-yl)-7H-pyrrolo[2,3-d]pyrimidine-4-carbonitrile-7-d